ClC1=C(C=CC(=C1)Cl)NN (2,4-Dichloro-phenyl)hydrazine